COC(C1=C(C=C(C=C1)OC1=CC=CC=2C=C(OC21)COC)Cl)=O.CC2CCC(=NC2)C2=CC=C1C=CC=NC1=C2 7-(5-methyl-3,4,5,6-tetrahydropyridin-2-yl)quinoline methyl-2-chloro-4-((2-(methoxymethyl)benzofuran-7-yl)oxy)benzoate